COC(C[C@@H](NC(=O)C=1NC2=C(C=CC=C2C1)C)C1=CC(=CC=C1)Cl)=O.C(C)C1(COC1)COCCCCCCOCC1(COC1)CC 1,6-bis[(3-ethyl-3-oxetanyl)methoxy]hexane methyl-(R)-3-(3-chlorophenyl)-3-(7-methyl-1H-indole-2-carboxamido)propanoate